2-(2-Bromo-4-(3,5-difluoro-4-(6-(N-isopropylcarbamimidoyl)-1H-benzo[d]imidazol-2-yl)phenoxy)phenyl)-N-isopropyl-1H-benzo[d]imidazole-6-carboximidamide BrC1=C(C=CC(=C1)OC1=CC(=C(C(=C1)F)C1=NC2=C(N1)C=C(C=C2)C(NC(C)C)=N)F)C2=NC1=C(N2)C=C(C=C1)C(NC(C)C)=N